butyl (2S,4R)-2-((S)-5-chloro-6-fluoro-2,4-diphenyl-2,3-dihydrobenzofuran-2-yl)-4-fluoropyrrolidine-1-carboxylate ClC=1C(=CC2=C(C[C@](O2)(C2=CC=CC=C2)[C@H]2N(C[C@@H](C2)F)C(=O)OCCCC)C1C1=CC=CC=C1)F